C(CNC(C=C)=O)NC(C=C)=O N,N'-ethylenebis-acrylamide